[Na+].SCCCCS(=O)(=O)[O-] 4-mercaptobutanesulfonic acid sodium salt